N1C=NC2=C1C=CC(=C2)C2=NC(=NC=C2)NC2=CC(=C(C=C2)Cl)C(F)(F)F 4-(1H-benzo[d]imidazol-5-yl)-N-(4-chloro-3-(trifluoromethyl)phenyl)pyrimidin-2-amine